C(C)(=O)OC1=C(C=CC(=C1)C1CC1)N1N=C2CCN(CC3C2=C1CCN3)C(C=C)=O 2-(7-acryloyl-3,4,5,5a,6,7,8,9-octahydro-2H-1,2,5,7-tetraazabenzo[cd]azulen-2-yl)-5-cyclopropylphenyl acetate